N-((Benzyloxy)carbonyl)-O-(tert-butyldimethylsilyl)-D-homoserine methyl ester COC([C@H](NC(=O)OCC1=CC=CC=C1)CCO[Si](C)(C)C(C)(C)C)=O